N-(5-(ethylsulfonyl)-1,3,4-thiadiazole-2-yl)-2-(trifluoromethyl)benzamide C(C)S(=O)(=O)C1=NN=C(S1)NC(C1=C(C=CC=C1)C(F)(F)F)=O